CC(CC(C)(C)C)(C)NC1=NC=NC=N1 (6-((1,1,3,3-tetramethylbutyl)amino))-1,3,5-triazine